CC1=CCC(C(C1)C)\C=C(\C(CC)=O)/C (+-)-(1E)-1-(4,6-dimethyl-3-cyclohexen-1-yl)-2-methyl-1-penten-3-one